ClC=1C(=NNC1)[C@@H]1[C@@H](N(CCC1)C(=O)OC)CO[C@@H]1CC[C@@H](CC1)C1=C(C=CC=C1)Cl Methyl cis-3-(4-chloro-1H-pyrazol-3-yl)-2-((((CIS)-4-(2-chlorophenyl)cyclohexyl)oxy)-methyl)piperidine-1-carboxylate